4-propargyl-Oxypiperidine C(C#C)OC1CCNCC1